(±)-2-chloro-N-((1-((1S,2S)-1-(4-chlorophenoxy)-2-isopropylcyclopropane-1-carbonyl)piperidin-4-yl)methyl)acetamide ClCC(=O)NCC1CCN(CC1)C(=O)[C@]1([C@@H](C1)C(C)C)OC1=CC=C(C=C1)Cl |r|